3-(tert-Butylthio)-1-(4-chlorobenzyl)-5-isopropyl-2-neopentyl-1H-indole C(C)(C)(C)SC1=C(N(C2=CC=C(C=C12)C(C)C)CC1=CC=C(C=C1)Cl)CC(C)(C)C